C(C1=CC=CC=C1)[C@@]1([C@H](O)[C@H](O)[C@@H](CO)O1)N1C=NC=2C(O)=NC=NC12 benzyl-inosine